(S)-5-(1-(5-(2-((tert-butoxycarbonyl)(methyl)amino)propoxy)-2-methylbenzamido)cyclopropyl)quinolin-7-yl trifluoromethanesulfonate FC(S(=O)(=O)OC1=CC(=C2C=CC=NC2=C1)C1(CC1)NC(C1=C(C=CC(=C1)OC[C@H](C)N(C)C(=O)OC(C)(C)C)C)=O)(F)F